ClC=1C=C(C=CC1F)NC1=NC=NC2=CC(=C(C=C12)NC(\C=C\CN1CCC(CC1)NC(CCCSC1=C2CN(C(C2=CC=C1)=O)C1C(NC(CC1)=O)=O)=O)=O)OC (E)-N-(4-((3-chloro-4-fluorophenyl)amino)-7-methoxyquinazolin-6-yl)-4-(4-(4-((2-(2,6-dioxopiperidin-3-yl)-1-oxoisoindolin-4-yl)thio)butanamido)piperidin-1-yl)but-2-enamide